3,5-dichloro-4-(4-methoxyphenoxy)aniline hydrochloride Cl.ClC=1C=C(N)C=C(C1OC1=CC=C(C=C1)OC)Cl